N-(3,4-dihydroxyphenethyl)-2-oxoazepane-1-carboxamide OC=1C=C(CCNC(=O)N2C(CCCCC2)=O)C=CC1O